oxo-1,6-dihydropyrazine O=C1C=NC=CN1